C(C)OP1(=NP(=NP(=N1)(F)OCC)(F)OCC)F triethoxytrifluorocyclotriphosphazene